C(C(C)(C)C)(=O)C1=CC(=C2C=CC=CN12)C(=O)N 3-pivaloyl-indolizine-1-carboxamide